C(C)(C)[C@@]1([C@@H](C1)C(=O)OCC)C1=CC=CC=C1 Trans-ethyl 2-isopropyl-2-phenylcyclopropane-1-carboxylate